C(CC)C1(C(=O)O)CC=CC=C1.C(C1=CC=CC=C1)(=O)OCCC propyl 1-benzoate (1-propyl benzoate)